N=1ON=C2C1C=CC(=C2)B(O)O Benzo[c][1,2,5]oxadiazol-5-ylboronic acid